C([C@@H](C(=O)O)NC=O)C(=O)O N-formyl-L-aspartic acid